ClC=1C(=NC(=NC1)NC1=CC=NN1C)C=1C=C2N(C=CN(C2=O)[C@@H](C(=O)N[C@H](CO)C2=CC(=CC(=C2)OC)F)C)C1 (R)-2-(7-(5-chloro-2-((1-methyl-1H-pyrazol-5-yl)amino)pyrimidin-4-yl)-1-oxopyrrolo[1,2-a]pyrazin-2(1H)-yl)-N-((S)-1-(3-fluoro-5-methoxyphenyl)-2-hydroxyethyl)propionamide